(R)-ethyl 4-(4-((4'-chloro-[1,1'-biphenyl]-2-yl)(hydroxy)methyl)piperidin-1-yl)benzoate ClC1=CC=C(C=C1)C1=C(C=CC=C1)[C@@H](C1CCN(CC1)C1=CC=C(C(=O)OCC)C=C1)O